C(C)(C)(C)OC(=O)N1C=CC2=C(C=CC(=C12)C)CN1C(CC(CC1)C1=CSC(=C1)C(F)F)C1=CC=C(C=C1)C(=O)OC 4-((2-(4-(methoxycarbonyl)phenyl)-4-(5-(difluoromethyl)thiophen-3-yl)piperidin-1-yl)methyl)-7-Methyl-1H-indole-1-carboxylic acid tert-butyl ester